CC(=CCC/C(=C\C/C=C(\C)/C=C/O)/C)C α-Farnesol